COC=1C=C2CCN(CC2=CC1NC1=NC=C2C(=N1)N(N=C2)C[C@H]2[C@@H](CCC2)C(=O)O)C |r| racemic-trans-2-((6-((6-methoxy-2-methyl-1,2,3,4-tetrahydroisoquinolin-7-yl)amino)-1H-pyrazolo[3,4-d]pyrimidin-1-yl)methyl)cyclopentane-1-carboxylic acid